(4-hydroxy-1-((5-nitro-1-p-toluenesulfonyl-1H-pyrrolo[2,3-b]pyridin-4-yl)amino)piperidin-4-yl)acetonitrile OC1(CCN(CC1)NC1=C2C(=NC=C1[N+](=O)[O-])N(C=C2)S(=O)(=O)C2=CC=C(C)C=C2)CC#N